4-methyl-4-aza-tricyclo[5.2.1.02,6]-8-decene-3-one CN1C(C2C3C=CC(C2C1)C3)=O